(4R)-4-[3-[3-[6-[3-Hydroxy-3-(trifluoro-methyl)pyrrolidin-1-yl]-3-pyridyl]azetidin-1-yl]-3-oxo-propyl]oxazolidin-2-one OC1(CN(CC1)C1=CC=C(C=N1)C1CN(C1)C(CC[C@H]1NC(OC1)=O)=O)C(F)(F)F